N-[4-[4-(dimethylamino)-1-piperidinyl]-2-nitro-phenyl]carbamate CN(C1CCN(CC1)C1=CC(=C(C=C1)NC([O-])=O)[N+](=O)[O-])C